1-(5-Bromo-2-nitrophenylmethyl)-4-(4-cyanophenyl)-1H-pyrrole-2-carboxylic acid methyl ester COC(=O)C=1N(C=C(C1)C1=CC=C(C=C1)C#N)CC1=C(C=CC(=C1)Br)[N+](=O)[O-]